methyl (1r,4r)-4-methoxycyclohexane-1-carboxylate COC1CCC(CC1)C(=O)OC